C(CCCCCCCCCCCCCCCCCCCCC)(=O)OC1=CC=CC=2CCCCC12 5,6,7,8-tetrahydronaphthalen-1-yl behenate